2-(((tert-butoxycarbonyl)(ethyl)amino)methyl)-3-cyano-4-fluorobenzene C(C)(C)(C)OC(=O)N(CC)CC1=CC=CC(=C1C#N)F